6-(3-Cyclopropoxy-2-methylphenyl)-2-(5-methylpyrimidin-2-yl)-5,6,7,8-tetrahydrophthalazin-1(2H)-one C1(CC1)OC=1C(=C(C=CC1)C1CC=2C=NN(C(C2CC1)=O)C1=NC=C(C=N1)C)C